N-{5-[(6,7-dimethoxy-4-quinolyl)oxy]-2-pyridyl}-2,5-dioxo-1-phenyl-1,2,5,6,7,8-hexahydro-3-quinolinecarboxamide benzenesulfonate C1(=CC=CC=C1)S(=O)(=O)O.COC=1C=C2C(=CC=NC2=CC1OC)OC=1C=CC(=NC1)NC(=O)C=1C(N(C=2CCCC(C2C1)=O)C1=CC=CC=C1)=O